tert-butyl 4-[3-chloro-6-[3-(methylaminomethyl)phenyl]-2-quinolyl]piperazine-1-carboxylate ClC=1C(=NC2=CC=C(C=C2C1)C1=CC(=CC=C1)CNC)N1CCN(CC1)C(=O)OC(C)(C)C